O1C(=NC2=C1C=CC=C2)CSC=2NC(C1=C(N2)N(N=C1)C1CC1)=O 6-((benzo[d]oxazol-2-ylmethyl)thio)-1-cyclopropyl-1,5-dihydro-4H-pyrazolo[3,4-d]pyrimidin-4-one